C(C)(C)OC(=O)C1CC(NN1C1=NC=CC=C1Cl)=O.ClC=1C(=NC=CC1)NN 3-chloro-2-hydrazinopyridine Isopropyl-1-(3-chloropyridin-2-yl)-3-oxo-pyrazolidine-5-carboxylate